C(C)(C)(C)C1=NC(=NO1)C1=CC=C(C=C1)C(=O)N1CC2(C1)CC(C2)N2N=CC(=C2)C [4-(5-tert-butyl-1,2,4-oxadiazol-3-yl)phenyl]-[6-(4-methylpyrazol-1-yl)-2-azaspiro[3.3]heptan-2-yl]methanone